(E)-(3-(3-hydroxy-4-methoxyphenyl)acryloyl)-D-glutamic acid OC=1C=C(C=CC1OC)/C=C/C(=O)N[C@H](CCC(=O)O)C(=O)O